N-((6-Methylpyridazin-3-yl)methyl)-6-(5-methylpyridin-2-yl)cinnolin-4-amin CC1=CC=C(N=N1)CNC1=CN=NC2=CC=C(C=C12)C1=NC=C(C=C1)C